furan-3,4-diyl dipropionate C(CC)(=O)OC1=COC=C1OC(CC)=O